(5-fluorobenzo[d]oxazol-2-yl)methyl mercaptan FC=1C=CC2=C(N=C(O2)CS)C1